NCCCCCCNC(NCCCCCCNC(=O)NC=1NC(=CC(N1)=O)C)=O 1-(6-(3-(6-Aminohexyl)ureido)hexyl)-3-(6-methyl-4-oxo-1,4-dihydropyrimidin-2-yl)urea